9-(4-chloro-2-fluoro-phenyl)-7-[6-(2-methoxy-4-pyridyl)-3,6-dihydro-2H-pyran-4-yl]-2,3-dimethyl-pyrido[1,2-a]pyrimidin-4-one ClC1=CC(=C(C=C1)C1=CC(=CN2C1=NC(=C(C2=O)C)C)C=2CCOC(C2)C2=CC(=NC=C2)OC)F